ClC1=NC2=CC(=CC=C2C(=C1)NCCC1=CC=C(C=C1)NS(=O)(=O)C)OC(F)(F)F N-(4-(2-((2-Chloro-7-(trifluoromethoxy)chinolin-4-yl)amino)ethyl)phenyl)methansulfonamid